NCCCCC(=O)NC1=CC(=C(C=C1)C#CCN)OC 5-amino-N-(4-(3-aminoprop-1-yn-1-yl)-3-methoxyphenyl)pentanamide